OC1=C(C=C(C=C1)C)C1=CC=CC=C1 2-(2-hydroxy-5-methylphenyl)benzene